N1=CC(=CC=C1)OC1=NC2=C(N=C(C(=C2C=C1)O)C(=O)NCC(=O)O)Cl 2-(2-(pyridin-3-yloxy)-5-hydroxy-8-chloro-1,7-naphthyridine-6-carboxamido)acetic acid